N,N-dimethyl-N-benzylammonium chloride [Cl-].C[NH+](CC1=CC=CC=C1)C